1-(4-(2-(4-bromophenyl)propan-2-yl)thiazol-2-yl)-3-(3-(methylsulfonyl)propyl)urea BrC1=CC=C(C=C1)C(C)(C)C=1N=C(SC1)NC(=O)NCCCS(=O)(=O)C